(3S,4S)-7-Acetamido-2-(4-methylbenzyl)-N-(3-(4-methylpiperazin-1-yl)phenyl)-1-oxo-3-(4-(trifluoromethyl)phenyl)-1,2,3,4-tetrahydroisochinolin-4-carboxamid C(C)(=O)NC1=CC=C2[C@@H]([C@H](N(C(C2=C1)=O)CC1=CC=C(C=C1)C)C1=CC=C(C=C1)C(F)(F)F)C(=O)NC1=CC(=CC=C1)N1CCN(CC1)C